[Cl-].C(CCCCCCCCCCCCCCCCC)[N+](CCO)(CCO)C octadecyl-methyl-bis(2-hydroxyethyl)ammonium chloride